(R)-benzhydryl 3-(4-bromo-3-fluorophenoxy)-2-hydroxypropanoate BrC1=C(C=C(OC[C@H](C(=O)OC(C2=CC=CC=C2)C2=CC=CC=C2)O)C=C1)F